C[Si](NC(C)C)(NC(C)C)C Dimethylbis(isopropylamino)silane